tert-butyl 3-[2-({2-[2-(2-{[(benzyloxy)carbonyl]-amino}ethoxy)ethoxy]ethyl}carbamoyl)ethoxy]propanoate C(C1=CC=CC=C1)OC(=O)NCCOCCOCCNC(=O)CCOCCC(=O)OC(C)(C)C